OC1=C(C=C(C=C1CO)C(C)(C)C1=CC(=C(C(=C1)CO)O)CO)CO 4-[2-[4-hydroxy-3,5-di(hydroxymethyl)phenyl]prop-2-yl]-2,6-di(hydroxymethyl)phenol